CS(=O)(=O)OCCCC1=CC(=C(C=C1)CN1C2=NC(=NC(=C2N=C1O)N)OCCCC)OC 3-(4-((6-amino-2-butoxy-8-hydroxy-9H-purin-9-yl)methyl)-3-methoxyphenyl)-propyl Methanesulfonate